Cl.COC1=CC=C(C=N1)NC(CNC)=O N-(6-methoxypyridin-3-yl)-2-(methylamino)acetamide hydrochloride